COCCN1C(N(C2=C1C(C1=C(C2=O)C=CC=C1)=O)CC1=NC=CN=C1)C 1-(2-methoxyethyl)-2-methyl-3-(pyrazin-2-ylmethyl)-2H-benzo[f]benzimidazole-4,9-dione